Magnesium diborate B([O-])([O-])OB([O-])[O-].[Mg+2].[Mg+2]